FC(C1=NN(C=C1C1=NC=C(C=C1C)F)[C@@H]1C[C@H](C1)CNC=1C=C2CN(C(C2=CC1)=O)C1C(NC(CC1)=O)=O)F 3-(5-(((Trans-3-(3-(difluoromethyl)-4-(5-fluoro-3-methylpyridin-2-yl)-1H-pyrazol-1-yl)cyclobutyl)methyl)amino)-1-oxoisoindolin-2-yl)piperidine-2,6-dione